BENZYLNITRAT C(C1=CC=CC=C1)O[N+](=O)[O-]